dimethylsilyl-tetramethylcyclopentadienyl-(3-neopentylindenyl)hafnium (IV) C[SiH](C)[Hf+](C1C=C(C2=CC=CC=C12)CC(C)(C)C)C1C(=C(C(=C1C)C)C)C